1H-indol-3-yl-6,7-dihydro-3H-oxazolo[3,4-a]pyrazine-5,8-dione N1C=C(C2=CC=CC=C12)C=1OCN2C1C(NCC2=O)=O